Bithiophene C1=CSC(=C1)C2=CC=CS2